C(#N)C1=NC=C(C(=C1)C=1NC2=CC(=C(C(=C2C(C1)=O)F)N1C[C@@H](CCC1)C(=O)N(C)C)F)SC (R)-1-(2-(2-cyano-5-(methylthio)pyridin-4-yl)-5,7-difluoro-4-oxo-1,4-dihydroquinolin-6-yl)-N,N-dimethylpiperidine-3-carboxamide